FC(CN1C(=NC=2C(=NC=CC21)C2=CC=C(C=C2)C(=O)N2CCOCC2)C(F)(F)F)F (4-(1-(2,2-Difluoroethyl)-2-(trifluoromethyl)-1H-imidazo[4,5-c]pyridin-4-yl)phenyl)(morpholin-4-yl)methanon